COC(C1=C(N=C(C=C1)OC)NC(C)(C)C)=O 2-(tert-butylamino)-6-methoxy-nicotinic acid methyl ester